NC1=C2N=CN(C2=NC=N1)C1OC2COP(OC3C(COC3COP(OC2C1F)(=O)O)N1C2=NC=NC(=C2N=C1)N)(=O)O 8,18-bis(6-amino-9H-purin-9-yl)-9-fluoro-3,12-dihydroxy-2,4,7,11,13,16-hexaoxa-3λ5,12λ5-diphosphatricyclo[13.3.0.06,10]octadecane-3,12-dione